4-methyl-6-bromo-8-(2-aminoethoxy)quinazoline Methyl-3-[bis(tert-butoxycarbonyl)amino]-6-[(1R)-1-methylbut-3-enoxy]-5-(trifluoromethyl)pyridine-2-carboxylate COC(=O)C1=NC(=C(C=C1N(C(=O)OC(C)(C)C)C(=O)OC(C)(C)C)C(F)(F)F)O[C@@H](CC=C)C.CC1=NC=NC2=C(C=C(C=C12)Br)OCCN